Cl.C(CCC)N(CCO)CCO N-butyl-diethanolamine hydrochloride